NC[C@H](CC(=O)OC(C)C)O isopropyl (3S)-4-amino-3-hydroxy-butanoate